O1CCC(=CC1)C1=CC=2N=C(N=C(C2N=C1)N1CCOCC1)N1N=C(C=C1)CC1=CC=C(C=C1)OC 4-(7-(3,6-dihydro-2H-pyran-4-yl)-2-(3-(4-methoxybenzyl)-1H-pyrazol-1-yl)pyrido[3,2-d]pyrimidin-4-yl)morpholine